(E)-3-(3-Hydroxy-4-methoxyphenyl)-1-(2-nitrophenyl)prop-2-en-1-one OC=1C=C(C=CC1OC)/C=C/C(=O)C1=C(C=CC=C1)[N+](=O)[O-]